6-chloro-3-thiomorpholinosulfonyl-8-(trifluoromethyl)quinolin-4-ol ClC=1C=C2C(=C(C=NC2=C(C1)C(F)(F)F)S(=O)(=O)N1CCSCC1)O